CO[C@H](CO)C1=NC(=CC(=N1)N1N=C(C=C1C)C1=CNC2=NC=CC=C21)N2CCOCC2 (S)-2-methoxy-2-(4-(5-methyl-3-(1H-pyrrolo[2,3-b]pyridin-3-yl)-1H-pyrazol-1-yl)-6-morpholinopyrimidin-2-yl)ethan-1-ol